(E)-trimethyl((1,1,1-trifluoro-2-methyl-4-phenylbut-3-en-2-yl)oxy)silane C[Si](OC(C(F)(F)F)(\C=C\C1=CC=CC=C1)C)(C)C